BrCCCCCCCC(=O)O.CCCCCCCCCCCCCC tetradecan 8-bromooctanoate